C(C)C1=CC(=C(C(=O)C2=CC=C(C=C2)CC)C=C1)N 4,4'-diethyl-amino-benzophenone